3,5-dimethyl-4H-pyrazole CC1=NN=C(C1)C